ethyl-α-hydroxymethylacrylate C(C)OC(C(=C)CO)=O